(2S,5R)-5-[2-methoxy-4-(4-trifluoromethylphenyl)phenyl]-1H-pyrrole-2-carboxamide hydrochloride Cl.COC1=C(C=CC(=C1)C1=CC=C(C=C1)C(F)(F)F)C1=CC=C(N1)C(=O)N